(S)-6-Ethyl-N-((S)-1-(5-(7-methoxy-2-methylchinolin-6-yl)-1H-imidazol-2-yl)-7-oxononyl)-6-azaspiro[2.5]octan-1-carboxamid C(C)N1CCC2(C[C@@H]2C(=O)N[C@@H](CCCCCC(CC)=O)C=2NC(=CN2)C=2C=C3C=CC(=NC3=CC2OC)C)CC1